CC(CC(C)=O)=O.CC(CC(C)=O)=O.[Mn] manganese bis(2,4-pentanedione)